C([O-])([O-])=O.[Co+2].[Ti+4].C([O-])([O-])=O.C([O-])([O-])=O titanium-cobalt carbonate